CN1C(C(=CC2=C(C=C(C=C12)C1CCOCC1)C=1C=CC=C2C=C(N=CC12)C=1C=CC(=NC1)C(=O)OC)C)=O Methyl 5-(8-(1,3-dimethyl-2-oxo-7-(tetrahydro-2H-pyran-4-yl)-1,2-dihydroquinolin-5-yl)isoquinolin-3-yl)picolinate